((3-methoxy-4-nitrophenyl)sulfonyl)methyl acetate C(C)(=O)OCS(=O)(=O)C1=CC(=C(C=C1)[N+](=O)[O-])OC